C(#N)CC(=O)N1C[C@@H]([C@@H](CC1)C)N(C=1C2=C(N(CN1)C)NC=C2)C 4-(((3R,4R)-1-(2-cyanoacetyl)-4-methylpiperidin-3-yl)(methyl)amino)-N-methyl-7H-pyrrolo[2,3-d]pyrimidin